C(CCCCCCC\C=C/CCCCCCCC)(=O)OCC(CO)(CO)CO pentaerythritol sesquioleate